BrC1=CC=C(C2=C1NC=N2)C(=O)N2[C@@H]1C=3C(=NN(C3CC2)C2=CC=C(C=C2)C(C)C)O[C@@H](CN(C1)C(C=C)=O)F 1-((5aR,9R)-5-(7-bromo-1H-benzo[d]imidazole-4-carbonyl)-9-fluoro-2-(4-isopropylphenyl)-2,3,4,5,5a,6,8,9-octahydro-7H-10-oxa-1,2,5,7-tetraazacycloocta[cd]inden-7-yl)prop-2-en-1-one